4-Bromo-2-iodo-5-methoxy-aniline BrC1=CC(=C(N)C=C1OC)I